(S)-2-amino-N-((R)-1-(4-fluorophenyl)-2-oxoazetidin-3-yl)-4-phenylbutanamide N[C@H](C(=O)N[C@H]1C(N(C1)C1=CC=C(C=C1)F)=O)CCC1=CC=CC=C1